C(C)(=O)C=1C=C(C=2N(C(C=CN2)=O)C1)C(F)(F)F 7-acetyl-9-(trifluoromethyl)pyrido[1,2-a]pyrimidin-4-one